FC(OC=1C=CC(=NC1)C1=C(C=C2C(N(C=NC2=C1)CCC[C@H](CC)NC=1C=NNC(C1C(F)(F)F)=O)=O)F)F (S)-7-(5-(difluoromethoxy)pyridin-2-yl)-6-fluoro-3-(4-((6-oxo-5-(trifluoromethyl)-1,6-dihydropyridazin-4-yl)amino)hexyl)quinazolin-4(3H)-one